N(=NC(C)CC(C)N)C(C)CC(C)N azobis(2-aminopropylethane)